ClCC(=O)N1CC(CCCC1)C 2-chloro-1-(3-methylazepan-1-yl)ethanone